ethylenebismontanic acid amide C(CCCCCCCCCCCCCCCCCCCCCCCCCCCCC(=O)N)CCCCCCCCCCCCCCCCCCCCCCCCCCCC(=O)N